ClC=1C(=CC(=C(C(=O)NC=2C=NNC(C2)=O)C1)OC1=C(C=C(C=C1)F)CC)C(F)(F)F 5-chloro-2-(2-ethyl-4-fluorophenoxy)-N-(6-oxo-1,6-dihydropyridazin-4-yl)-4-(trifluoromethyl)benzamide